(R)-3-amino-4-(6-(4-((5-chloro-3-fluoropyridin-2-yl)oxy)phenyl)-3-fluoropyridin-2-yl)butanoic acid formate salt C(=O)O.N[C@@H](CC(=O)O)CC1=NC(=CC=C1F)C1=CC=C(C=C1)OC1=NC=C(C=C1F)Cl